OCC=1C=C(C=CC1)C1=NN(C2=CC=C(C=C12)N(CCCNC(OCC1=CC=CC=C1)=O)C)C1OCCCC1 benzyl N-[3-[[3-[3-(hydroxymethyl)phenyl]-1-tetrahydropyran-2-yl-indazol-5-yl]-methyl-amino]propyl]carbamate